BrC1=NN(C=C1)O 3-bromo-1-hydroxy-pyrazole